C1=CC(=C(C2=C1NC=C2OP(=O)(O)O)Cl)Br The molecule is an aryl phosphate that is indoxyl phopshate in which the indole moiety is substituted at positions 4 and 5 by chlorine and bromine, respectively. It is used to test for the presence of an enzyme, alkaline phosphatase, which cleaves the phosphate group to give 5-bromo-4-chloroindoxyl, which immediately dimerises to give an intensely blue product. It has a role as a chromogenic compound. It is an organochlorine compound, an organobromine compound, a member of indoles and an aryl phosphate. It derives from an indoxyl.